NC=1C(=C(C=C(C1C)Cl)C(C)=O)OCCO[Si](C)(C)C(C)(C)C 1-[3-amino-2-(2-{[tert-butyl(dimethyl)silyl]oxy}ethoxy)-5-chloro-4-methylphenyl]ethanone